C1COC(=N1)C2=NC(=CC=C2)C3=NCCO3 2,6-bis(2-oxazolinyl)pyridine